4-(((4-(5-chloro-2-((1-((2-(2,6-dioxopiperidin-3-yl)-4-fluoro-1-oxoisoindolin-5-yl)methyl)piperidin-4-yl)amino)pyridin-4-yl)thiazol-2-yl)amino)methyl)tetrahydro-2H-pyran-4-carbonitrile ClC=1C(=CC(=NC1)NC1CCN(CC1)CC=1C(=C2CN(C(C2=CC1)=O)C1C(NC(CC1)=O)=O)F)C=1N=C(SC1)NCC1(CCOCC1)C#N